N4-cyclohexyl-N2-(2-methoxy-4-(morpholinosulfonyl)phenyl)-7H-pyrrolo[2,3-d]pyrimidine-2,4-diamine 2,2,2-trifluoroacetate FC(C(=O)O)(F)F.C1(CCCCC1)NC=1C2=C(N=C(N1)NC1=C(C=C(C=C1)S(=O)(=O)N1CCOCC1)OC)NC=C2